BrC1=C(C=C(C(=C1)C(F)(F)F)OC)S(=O)(=O)Cl 2-bromo-4-trifluoromethyl-5-methoxyphenylsulfonyl chloride